N-[(3R)-1-Ethyl-3-piperidyl]-1-methyl-7-[2-(2-trimethylsilylethoxymethoxy)-3-bicyclo[4.2.0]octa-1(6),2,4-trienyl]pyrazolo[3,4-d]pyridazin-4-amine C(C)N1C[C@@H](CCC1)NC1=C2C(=C(N=N1)C1=C(C=3CCC3C=C1)OCOCC[Si](C)(C)C)N(N=C2)C